3-isopropoxy-5-(trifluoromethyl)benzothiamide C(C)(C)OC=1C=C(C(N)=S)C=C(C1)C(F)(F)F